3,6-bis(3-pyrrolidinopropionamido)acridine N1(CCCC1)CCC(=O)NC=1C=CC2=CC3=CC=C(C=C3N=C2C1)NC(CCN1CCCC1)=O